Methyltetrazine-Propylamine CC1=NN=C(N=N1)C2=CC=C(C=C2)OCCCN